N-(1-((1s,3s)-3-ethoxycyclobutyl)-3-(pyridin-2-yl)-1H-pyrazol-4-yl)-2-(5-fluoro-1-((2-(trimethylsilyl)ethoxy)methyl)-1H-pyrazol-4-yl)thiazole-4-carboxamide C(C)OC1CC(C1)N1N=C(C(=C1)NC(=O)C=1N=C(SC1)C=1C=NN(C1F)COCC[Si](C)(C)C)C1=NC=CC=C1